FC1=C(N(C2=CC=CC=C12)F)C1=CC=C(C=C1)OC difluoro-2-(4-methoxyphenyl)-1H-indole